[N-](S(=O)(=O)C(F)(F)F)S(=O)(=O)C(F)(F)F.CN1C=[NH+]C=C1 1-methylimidazolium bis(trifluoromethane)sulfonimide